pyrazolo[4,3-d]pyrimidin-5-one N=1N=CC2=NC(N=CC21)=O